(S)-4-(pyrrolidin-3-ylmethyl)piperazine-1-carboxylic acid tert-butyl ester C(C)(C)(C)OC(=O)N1CCN(CC1)C[C@@H]1CNCC1